FC1(CC(C1)N1N=NC2=C1C=C(C=C2)C=2C=CN1N=C(N=C(C12)OC)NC1CCC(CC1)(O)C)F (1s,4s)-4-((5-(1-(3,3-difluorocyclobutyl)-1H-benzo[d][1,2,3]triazol-6-yl)-4-methoxypyrrolo[2,1-f][1,2,4]triazin-2-yl)amino)-1-methylcyclohexan-1-ol